(R)-N-(amino(4-(hydroxymethyl)-2-(2-hydroxypropan-2-yl)thiazol-5-yl)(oxo)-λ6-sulfaneylidene)-2-(4-cyano-2,6-diisopropylphenyl)acetamide N[S@](=NC(CC1=C(C=C(C=C1C(C)C)C#N)C(C)C)=O)(=O)C1=C(N=C(S1)C(C)(C)O)CO